[2-(7-{[4-(dimethylamino)butanoyl]oxy}hexadecyl)cyclopropyl]decanoate CN(CCCC(=O)OC(CCCCCCC1C(C1)OC(CCCCCCCCC)=O)CCCCCCCCC)C